(4-(benzo[b]thiophen-4-yl)-1-(4-((2-oxo-1,2-dihydroquinolin-7-yl)oxy)butyl)piperazin-1-ium-1-yl)methyl ((((cyclohexyloxy)carbonyl)oxy)methyl) phosphate P(=O)(OC[N+]1(CCN(CC1)C1=CC=CC=2SC=CC21)CCCCOC2=CC=C1C=CC(NC1=C2)=O)(OCOC(=O)OC2CCCCC2)[O-]